BrC1=NC(=C2N1CCN(C2)C(=O)OC(C)(C)C)C(=O)O 3-bromo-7-(tert-butoxycarbonyl)-5,6,7,8-tetrahydroimidazo[1,5-a]pyrazine-1-carboxylic acid